The molecule is an ortho-fused tricyclic hydrocarbon that is a major component of fossil fuels and their derivatives It is an ortho-fused polycyclic arene and an ortho-fused tricyclic hydrocarbon. C1C2=CC=CC=C2C3=CC=CC=C31